3,7-dimethyloct-6-en-1-yl propanoate (CITRONELLYL PROPIONATE) C(CC(C)CCC=C(C)C)C(C(=O)O)C.C(CC)(=O)OCCC(CCC=C(C)C)C